(E)-N-(1-cyclohexyl-2-((4-(3,5-dimethyl-1H-pyrazol-4-yl)phenyl)amino)-2-oxoethyl)-1-(4,4,4-trifluorobut-2-en-1-yl)-1H-pyrazole-5-carboxamide C1(CCCCC1)C(C(=O)NC1=CC=C(C=C1)C=1C(=NNC1C)C)NC(=O)C1=CC=NN1C\C=C\C(F)(F)F